4-ethyl-6-phenyl-5-(p-tolyl)-4-tolyl-1,4-dihydropyrimidine C(C)C1(CC=C(C(=C1C1=CC=C(C=C1)C)C1=CC=CC=C1)C)N1C=NCC=C1